Cl.NC/C(/CN1N=CN(C1=O)C=1C=NC(=C(C1)C)Br)=C/F 2-[(2Z)-2-(aminomethyl)-3-fluoroprop-2-en-1-yl]-4-(6-bromo-5-methylpyridin-3-yl)-2,4-dihydro-3H-1,2,4-triazol-3-one hydrochloride